CS(=O)(=O)C1CC(C1)N1N=NC=C1 1-(3-methanesulfonylcyclobutyl)-1H-1,2,3-triazol